C(C)(C)(C)NS(=O)(=O)C1=C(C=C(C=C1)CC(C)C)B1OC(CN(CC(O1)=O)C)=O N-(Tert-butyl)-4-isobutyl-2-(6-methyl-4,8-dioxo-1,3,6,2-dioxazaborocan-2-yl)benzenesulfonamide